4-amino-2-(4-methyl-3-oxopentyl)benzonitrile NC1=CC(=C(C#N)C=C1)CCC(C(C)C)=O